Germol [GeH2]1C=CC=C1